C(C)OC(CN1N=C(C2=C(C1=O)SC(=C2)Br)CC)=O.BrC=2C=C1C(=NN(C(C1=CC2)=O)CC(=O)NC2=NC=C(C=N2)Cl)C(F)F 2-[6-bromo-4-(difluoromethyl)-1-oxophthalazin-2-yl]-N-(5-chloropyrimidin-2-yl)acetamide Ethyl-2-{2-bromo-4-ethyl-7-oxo-6H,7H-thieno[2,3-d]pyridazin-6-yl}acetate